(S)-4-chloro-N-(3-fluoro-5-(phenylethynyl)pyridin-2-yl)-1-((1-isobutyrylpiperidin-3-yl)methyl)-1H-pyrazole-5-carboxamide ClC=1C=NN(C1C(=O)NC1=NC=C(C=C1F)C#CC1=CC=CC=C1)C[C@@H]1CN(CCC1)C(C(C)C)=O